ClC=1C(=C(C=CC1F)[C@@H](NC(=O)[C@@H]1CNC(O1)=O)C=1C=NC(=CC1)OCC(F)(F)F)F (S)-N-((S)-(3-chloro-2,4-difluorophenyl)(6-(2,2,2-trifluoroethoxy)pyridin-3-yl)methyl)-2-oxooxazolidine-5-carboxamide